(cis)-4-(4-bromo-2-oxo-2,3-dihydro-1H-1,3-benzodiazol-1-yl)-N-(4-chloro-3-fluorophenyl)cyclohexane-1-carboxamide BrC1=CC=CC=2N(C(NC21)=O)[C@H]2CC[C@H](CC2)C(=O)NC2=CC(=C(C=C2)Cl)F